spiro[benzo[b][1,4]oxazine-2,1'-cyclopropane]-4(3H)-carboxylic acid tert-butyl ester C(C)(C)(C)OC(=O)N1C2=C(OC3(CC3)C1)C=CC=C2